O.O1C(=CC=C1)O furanol compound with water